C(=O)O.FC1=C(OCC#N)C=CC(=C1F)C1=CN=C2N1C=CN=C2NC2=CC(=C(C=C2)C(=O)N2CCN(CC2)C(=O)C2CCNCC2)C 2-[2,3-difluoro-4-[8-[3-methyl-4-[4-(piperidine-4-carbonyl)piperazine-1-carbonyl]anilino]imidazo[1,2-a]pyrazin-3-yl]phenoxy]acetonitrile formate